(1-methyl-1H-indol-3-yl)pyrimidine-5-carboxylate CN1C=C(C2=CC=CC=C12)OC(=O)C=1C=NC=NC1